gallium hydroxide [OH-].[Ga+3].[OH-].[OH-]